7-((isobutylamino)methyl)-3,3-dimethyl-N-(3-((1s,3s)-3-methyl-1-(4-methyl-4H-1,2,4-triazol-3-yl)cyclobutyl)phenyl)-2,3-dihydrofuro[3,2-b]pyridine-5-carboxamide C(C(C)C)NCC1=C2C(=NC(=C1)C(=O)NC1=CC(=CC=C1)C1(CC(C1)C)C1=NN=CN1C)C(CO2)(C)C